COC1=C(CNC2=NC=3C(=CC=CC3C=3N2N=C(N3)C3CC(C3)C3=CC=C(C=C3)C(C)(C)O)OC)C=CC(=C1)OC 2-(4-(3-(5-((2,4-dimethoxybenzyl)amino)-7-methoxy-[1,2,4]triazolo[1,5-c]quinazolin-2-yl)cyclobutyl)phenyl)propan-2-ol